ClC1=CC(=C(COC2=NC(=NC=C2)C2=CCC(CC2)C(C)O)C=C1)F (4-(4-((4-chloro-2-fluorobenzyl)oxy)pyrimidin-2-yl)cyclohex-3-en-1-yl)ethan-1-ol